C1(=CC=CC=C1)C([C@H](N)C(=O)O)C1=CC=CC=C1 l-3,3-diphenylalanine